ClC1=CC2=C(N(C(C3=C(N2CCCCN(C(=O)OC(C)(C)C)C(=O)[O-])C=CC=C3)=O)C)C=C1 tert-butyl [4-(7-chloro-10-methyl-11-oxo-10,11-dihydro-5H-dibenzo[b,e][1,4]diazepin-5-yl)butyl]imidodicarbonate